N12CCCN=C2NCCC1 1,5,7-Triazabicyclo-[4.4.0]-dec-5-ene